F[C@@H](C1(COC1)C=1C=C(C=CC1)NC(C1=NC(=CC(=C1)CN1CC(C1)(C)F)C(F)(F)F)=O)C1=NN=CN1C (S)-N-(3-(3-(fluoro(4-methyl-4H-1,2,4-triazol-3-yl)methyl)oxetan-3-yl)phenyl)-4-((3-fluoro-3-methylazetidin-1-yl)methyl)-6-(trifluoromethyl)picolinamide